5-(azetidin-1-yl)-2-nitropyridine N1(CCC1)C=1C=CC(=NC1)[N+](=O)[O-]